1-cyclopentyl-3-methyl-6-(3-nitrophenylamino)-1,3-dihydro-2H-imidazo[4,5-c]pyridin-2-one C1(CCCC1)N1C(N(C=2C=NC(=CC21)NC2=CC(=CC=C2)[N+](=O)[O-])C)=O